(2Z,6R,1S,5S)-2-Methyl-6-(4-methylenebicyclo[3.1.0]hexyl)-hept-2-en-1-ol C/C(/CO)=C/CC[C@@H](C)[C@]12CCC([C@@H]2C1)=C